ClC1=C(C=C2C=C(N=CC2=C1)NC(=O)[C@@H]1CC12CCOCC2)C2CCN(CC2)[C@@]2(COC[C@@H]2O)C (1R)-N-(7-chloro-6-(1-((3R,4R)-4-hydroxy-3-methyltetrahydrofuran-3-yl)piperidin-4-yl)isoquinolin-3-yl)-6-oxaspiro[2.5]octane-1-carboxamide